2-carbonyl-sarcosine C(=O)=C(NC)C(=O)O